ClC1=CC(=NC=C1C)N1CC(C1)O 1-(4-chloro-5-methylpyridin-2-yl)azetidin-3-ol